NC1=C(N=C(S1)C1=CC(=CC=C1)C#CC1(C(N(C2CC12)C)=O)O)C(=O)N 5-amino-2-(3-((4-hydroxy-2-methyl-3-oxo-2-azabicyclo[3.1.0]hex-4-yl)ethynyl)phenyl)thiazole-4-carboxamide